4-methylcyclohexa-4-ene-1,2-dicarboxylic acid CC=1CC(C(CC1)C(=O)O)C(=O)O